phenyl 1-(7-(2-amino-3-cyano-7-fluorobenzo[b]thiophen-4-yl)-6-chloro-8-fluoro-2-(((2R,7aS)-2-fluorotetrahydro-1H-pyrrolizin-7a(5H)-yl)methoxy)quinazolin-4-yl)piperidine-4-carboxylate NC1=C(C2=C(S1)C(=CC=C2C2=C(C=C1C(=NC(=NC1=C2F)OC[C@]21CCCN1C[C@@H](C2)F)N2CCC(CC2)C(=O)OC2=CC=CC=C2)Cl)F)C#N